ClC1=CC=C(C=C1)C1=C(C(OC2=CC=CC=C12)(C(F)(F)F)O)NC(C)=O N-(4-(4-Chlorophenyl)-2-hydroxy-2-(trifluoromethyl)-2H-chromen-3-yl)acetamide